oxatricyclo[6.2.1.02,7]undecane-4-one C12C3OC(CCC3C(CC1)C2)=O